(+-)-2,2'-bis(diphenylphosphino)-1,1'-binaphthalene C1(=CC=CC=C1)P(C1=C(C2=CC=CC=C2C=C1)C1=C(C=CC2=CC=CC=C12)P(C1=CC=CC=C1)C1=CC=CC=C1)C1=CC=CC=C1